C(C1=CC=CC=C1)OC(=O)C=1C=C(C=CC1C)/C=C/C(=O)OCC ethyl E-3-(3-((benzyloxy)carbonyl)-4-methylphenyl)acrylate